bromophenyl-1-ethanethione BrCC(=S)C1=CC=CC=C1